phospho-silicon germanium [Ge].P(=O)(=O)[Si]